3-(4-(isobutylsulfonyl)cyclohexyl)-6-(1-methyl-1H-pyrazol-4-yl)pyrazolo[1,5-a]pyridine C(C(C)C)S(=O)(=O)C1CCC(CC1)C=1C=NN2C1C=CC(=C2)C=2C=NN(C2)C